O=C1N(CC2=CC(=CC=C12)CN1CCN(CC1)C1=NC=CC=C1C(F)(F)F)C1C(NC(CC1)=O)=O 3-(1-oxo-5-((4-(3-(trifluoromethyl)pyridin-2-yl)piperazin-1-yl)methyl)isoindolin-2-yl)piperidine-2,6-dione